2-chloro-1-((R)-3-(4-(6-hydroxy-2-(4-hydroxyphenyl)benzo[b]thiophene-3-carbonyl)phenoxy)pyrrolidin-1-yl)propan-1-one ClC(C(=O)N1C[C@@H](CC1)OC1=CC=C(C=C1)C(=O)C=1C2=C(SC1C1=CC=C(C=C1)O)C=C(C=C2)O)C